CC1(CN(C=2C1=NC(=CC2)C)C=O)C (3,3,5-trimethyl-2,3-dihydro-1H-pyrrolo[3,2-b]pyridin-1-yl)methanone